N-[3-bromo-1-cyclobutyl-6-(trifluoromethyl)-1H-indol-2-yl]-3,3-dimethylbutyramide BrC1=C(N(C2=CC(=CC=C12)C(F)(F)F)C1CCC1)NC(CC(C)(C)C)=O